Cl.ClC=1C=C(C=CC1Cl)N1N=C(C=C1C(C)C)OCCN1CCCC1 1-(3,4-dichlorophenyl)-5-isopropyl-3-[2-(pyrrolidin-1-yl)ethoxy]-1H-pyrazole hydrochloride